1-methyl-1H-indazol-7-amine CN1N=CC2=CC=CC(=C12)N